5-(1-acryloylpiperidin-3-ylamino)-4-(3,5-dimethoxyphenylethynyl)-7H-pyrrolo[2,3-d]pyrimidine C(C=C)(=O)N1CC(CCC1)NC1=CNC=2N=CN=C(C21)C#CC2=CC(=CC(=C2)OC)OC